(S)-2-((tert-butoxycarbonyl)amino)-3-(2-oxopyrrolidin-1-yl)propionic acid C(C)(C)(C)OC(=O)N[C@H](C(=O)O)CN1C(CCC1)=O